C1C(CCCC1)C(=O)N 2-cyclohexane-carboxamide